ClC1NC(C(NC1)C1=CC=CC=C1)C1=CC=CC=C1 5-Chloro-2,3-diphenylpiperazine